2-(3-methoxy-2,6-dimethylphenyl)-2-(5-methyl-[1,2,4]triazolo[4,3-a]pyrazin-8-yl)acetonitrile COC=1C(=C(C(=CC1)C)C(C#N)C=1C=2N(C(=CN1)C)C=NN2)C